FC1(CCN(CC1)C1=NC(=CC2=C1N=NC(=C2)OC)NC(C2=C(C=C(C=C2)NS(=O)(=O)CCO)N2CCC1(CC1)CC2)=O)F N-(8-(4,4-difluoropiperidin-1-yl)-3-methoxypyrido[3,4-c]pyridazin-6-yl)-4-(2-Hydroxyethylsulfonylamino)-2-(6-azaspiro[2.5]octane-6-yl)benzamide